FC(OC=1C=C(C=C2C(=NNC(C12)=O)CN1C(C2=CC=CC=C2C1=O)=O)B(O)O)F (8-(Difluoromethoxy)-4-((1,3-dioxoisoindolin-2-yl)methyl)-1-oxo-1,2-dihydrophthalazine-6-yl)boronic acid